C(C=C)OC(=O)N[C@@H](CC(C)C)C(=O)O N-(allyloxycarbonyl)leucine